C(#N)C1(CC1)C=1C=C(C(=NC1)CNC=1N=C2N(C=C(C=C2)C(F)(F)F)C1S(=O)(=O)CC)C(=O)OCC ethyl 5-(1-cyanocyclopropyl)-2-[[[3-ethylsulfonyl-6-(trifluoromethyl)imidazo[1,2-a]pyridin-2-yl]amino]methyl]pyridine-3-carboxylate